C(C=C)(=O)N1C(CC(CC1)N1C=NC=2C(=NC=3C(=C(C(=CC3C21)Cl)C2=CC=CC=C2)F)N2CC(C2)N(C)C)CC#N 2-(1-acryloyl-4-(8-chloro-4-(3-(dimethylamino)azetidin-1-yl)-6-fluoro-7-phenyl-1H-imidazo[4,5-c]quinolin-1-yl)piperidin-2-yl)acetonitrile